C(CCCCCCC)[Si](F)(OC)OC octyl-dimethoxyfluorosilane